bis(maleimidomethyl) ether C1(C=CC(N1COCN1C(C=CC1=O)=O)=O)=O